(2R)-N-(7-fluoro-2-formyl-indan-5-yl)-1-methyl-pyrrolidine-2-carboxamide FC=1C=C(C=C2CC(CC12)C=O)NC(=O)[C@@H]1N(CCC1)C